C(C=C)OC(=O)N1C([C@H]2N(C(C3=C1C=C(C(=C3)OC)OCCCC(=O)O)=O)CCCC2)OC2OCCCC2 4-(((6aS)-5-((allyloxy)carbonyl)-2-methoxy-12-oxo-6-((tetrahydro-2H-pyran-2-yl)oxy)-5,6,6a,7,8,9,10,12-octahydrobenzo[e]pyrido[1,2-a][1,4]diazepin-3-yl)oxy)butanoic acid